N-((1,2,3,5,6,7-Hexahydro-s-indacen-4-yl)carbamoyl)-1H-pyrazole-3-sulfonamide, potassium salt [K].C1CCC2=C(C=3CCCC3C=C12)NC(=O)NS(=O)(=O)C1=NNC=C1